NC=1C=2N(C3=C(N1)C=NC(=C3)C(=O)N([C@@H]3COC1=C3C=CC(=C1)C(F)(F)F)C)C=NC2 (S)-4-amino-N-methyl-N-(6-(trifluoromethyl)-2,3-dihydrobenzofuran-3-yl)imidazo[1,5-a]pyrido[3,4-e]pyrazine-8-carboxamide